BrC1=NN=C(S1)N1N=CC2=C(C=C(C=C12)S(=O)(=O)NC1(CC1)C#N)N1CCN(CC1)C(C(C)C)=O 1-(5-bromo-1,3,4-thiadiazol-2-yl)-N-(1-cyanocyclopropyl)-4-[4-(2-methylpropanoyl)piperazin-1-yl]indazole-6-sulfonamide